BrC=1C(=CC(=C(N)C1)C)OC1=C(C=C(C=C1)F)F 5-bromo-4-(2,4-difluorophenoxy)-2-methylaniline